BrCCOC1=CC=C(C=C1)OCCBr p-bis(bromoethoxy)benzene